2-bromo-5-fluoropyridin-3-ol BrC1=NC=C(C=C1O)F